[N+](=O)([O-])C1=CC=C(C[C@@]2(NCCC2)C(=O)O)C=C1 alpha-(4-nitro-benzyl)-proline